CC=1C=C2C(C=C(OC2=C(C1)[C@@H](C)NC1=C(C(=O)O)C=CC=C1)C1=NC(=CC=C1)C)=O (R)-2-((1-(6-Methyl-2-(6-methylpyridin-2-yl)-4-oxo-4H-chromen-8-yl)ethyl)amino)benzoic acid